(3R,4R,5S)-4-acetylamino-3-(pent-3-yloxy)-5-(((5-(o-tolyl)-1,2,4-oxadiazol-3-yl)methyl)amino)cyclohex-1-ene-1-carboxylic acid C(C)(=O)N[C@H]1[C@@H](C=C(C[C@@H]1NCC1=NOC(=N1)C1=C(C=CC=C1)C)C(=O)O)OC(CC)CC